CC1=C(C=C(C(=O)NCC2=NC=C3C=CC(=NC3=C2)CC2CCOCC2)C=C1)S(=O)(=O)C 4-methyl-3-(methylsulfonyl)-N-((2-((tetrahydro-2H-pyran-4-yl)methyl)-1,6-naphthyridin-7-yl)methyl)benzamide